3-mercaptoethanol CCOS